S(N)(=O)(=O)C1(CC1)C(=O)OC methyl 1-sulfamoylcyclopropane-1-carboxylate